NC1=CC=C(C=2C(=CNC12)C#N)C#N 7-amino-1H-indole-3,4-dinitrile